The molecule is a fatty amide obtained by formal condensation of the carboxy group of octadec-9-enoic acid with the amino group of 2-aminopropan-1-ol. It derives from an octadec-9-enoic acid. CCCCCCCCC=CCCCCCCCC(=O)NC(C)CO